methyl (2R)-3-(6-(7-((2-hydroxyethyl)sulfonyl)-2,6,6-trimethyl-1-(2-methylhydrazineyl)-1-oxoheptan-2-yl)pyridin-2-yl)-2-methylpropanoate OCCS(=O)(=O)CC(CCCC(C(=O)NNC)(C)C1=CC=CC(=N1)C[C@H](C(=O)OC)C)(C)C